methionyl-amide N[C@@H](CCSC)C(=O)[NH-]